NC1=C(C=CC=C1[N+](=O)[O-])NC(C1=CC(=CC(=C1)C(F)(F)F)N1CCN(CC1)C)=O N-(2-amino-3-nitrophenyl)-3-(4-methylpiperazin-1-yl)-5-(trifluoromethyl)benzamide